iron disulphide [Fe](=S)=S